(Z)-3-Hexenyl acetate C(C)(=O)OCC\C=C/CC